C(=O)O.FC1(CN(C1)[C@@H](C)C1=NC=CC(=C1NC(=O)C=1C=NC(=NC1)C(C)C)C1=C(C=CC(=C1)F)F)F (S)-N-(2-(1-(3,3-difluoroazetidin-1-yl)ethyl)-4-(2,5-difluorophenyl)pyridin-3-yl)-2-isopropylpyrimidine-5-carboxamide formate salt